1-(2-(4-bromophenyl)-1,4-diphenyl-1H-imidazol-5-yl)ethane-1-one BrC1=CC=C(C=C1)C=1N(C(=C(N1)C1=CC=CC=C1)C(C)=O)C1=CC=CC=C1